O[C@@H]1C(OC2=CC=CC=C2[C@H]1NC(=O)[C@H]1[C@@H](C1)C(N1C(NC(CC1=O)(C)C)=[NH2+])C=1C=NC=C(C1)OC)(C)C [1-[[(1R,2R)-2-[[(3S,4R)-3-hydroxy-2,2-dimethyl-chroman-4-yl]carbamoyl]cyclopropyl]-(5-methoxy-3-pyridyl)methyl]-4,4-dimethyl-6-oxo-hexahydropyrimidin-2-ylidene]ammonium